tritylhydroxide C(C1=CC=CC=C1)(C1=CC=CC=C1)(C1=CC=CC=C1)O